C(=O)OC=1C=C2C=CC=NC2=CC1C1=CC2=C(N=N1)N(CC2)[C@@H]2[C@@H](C(NC(C2)(C)C)(C)C)F 7-{7-[(3S,4S)-3-fluoro-2,2,6,6-tetramethylpiperidin-4-yl]-6,7-dihydro-5H-pyrrolo[2,3-c]pyridazin-3-yl}quinolin-6-ol formate